C(C)(C)N(CCNCCN(C(C)C)C(C)C)C(C)C N,N,N'',N''-tetraisopropyldiethylenetriamine